ClC1=CC=2OCC3N(C2N=C1)CCN(C3)S(=O)(=O)CCOCCC (2S)-1-(2-((3-chloro-6a,7,9,10-tetrahydropyrazino[1,2-d]pyrido[3,2-b][1,4]oxazin-8(6H)-yl)sulfonyl)ethoxy)propan